3-(isobutyl)pyridin-2-amine C(C(C)C)C=1C(=NC=CC1)N